(S)-2-(2-acetoxyethylidene)-5-oxotetrahydro-1H-pyrrolizine C(C)(=O)OCC=C1C[C@@H]2CCC(N2C1)=O